[C+4].[Si]([O-])([O-])([O-])[O-].[Ca+2] monocalcium silicate carbon